5-methoxypyridazin-3-ol COC=1C=C(N=NC1)O